C(C)OCN1C=NC(=C1)C1(CC1)N 1-[1-(ethoxymethyl)imidazol-4-yl]Cyclopropylamine